FC=1C(NC(N(C1)C1=NN(C2=CC(=CC=C12)N[C@H]1[C@@H](CNCC1)C)C)=O)=O 5-fluoro-1-(1-methyl-6-(((3R,4R)-3-methylpiperidin-4-yl)amino)-1H-indazol-3-yl)pyrimidine-2,4(1H,3H)-dione